C(C)(C)(C)[C@@H]1CC=2C=C3C(=NC2CC1)SC(=N3)C(=O)N[C@H](CCN3CCC(CC3)O)C3=CC=C(C=C3)C=3N=CNC3C#N (7S)-7-tert-butyl-N-[(1R)-1-[4-(5-cyano-1H-imidazol-4-yl)phenyl]-3-(4-hydroxy-1-piperidyl)propyl]-5,6,7,8-tetrahydrothiazolo[5,4-b]quinoline-2-carboxamide